(R)-1-(6-(((1S,3S)-3-((5-(Difluoromethoxy)pyrazin-2-yl)amino)cyclopentyl)amino)pyridin-3-yl)-5-(hydroxymethyl)pyrrolidin-2-one FC(OC=1N=CC(=NC1)N[C@@H]1C[C@H](CC1)NC1=CC=C(C=N1)N1C(CC[C@@H]1CO)=O)F